C(C)(C)(C)OC(=O)N([C@H](C(=O)N[C@H]1CN(CC[C@@H]2N(C1=O)[C@@H](CC2)C(=O)O)C(CC(C)C)=O)C)C (5S,8S,10aR)-5-((S)-2-((tert-butoxycarbonyl)(methyl)amino)propanamido)-3-(3-methylbutanoyl)-6-oxodecahydropyrrolo[1,2-a][1,5]diazocine-8-carboxylic acid